C(CC(=O)[O-])(=O)OCCCC(CC1=CC(=C(C(=C1)C(C)(C)C)O)C(C)(C)C)(C1C(N(C(CC1)(C)C)C)(C)C)C1C(N(C(CC1)(C)C)C)(C)C bis-(1,2,2,6,6-pentamethylpiperidyl)-(3',5'-di-t-butyl-4'-hydroxybenzyl)butyl malonate